t-Butoxypotassium C(C)(C)(C)O[K]